NCC1=C(CN(C(C(C)(C)C)=O)CC(NC=2C=C3CC4(C(NC5=NC=CC=C54)=O)CC3=CC2)=O)C=CC=C1F N-(2-(Aminomethyl)-3-fluorobenzyl)-N-(2-oxo-2-((2'-oxo-1,1',2',3-tetrahydrospiro[indene-2,3'-pyrrolo[2,3-b]pyridin]-5-yl)amino)ethyl)pivalamide